1,4-dioxazole O1N=COC1